1-(2-((1,3-dihydroxypropan-2-yl)amino)-5-methylpyrimidin-4-yl)-N-(2-hydroxy-1-phenylethyl)-1H-pyrrole-3-carboxamide OCC(CO)NC1=NC=C(C(=N1)N1C=C(C=C1)C(=O)NC(CO)C1=CC=CC=C1)C